N1=NC(=CC=C1)NC1=CC=CC=C1 (pyridazin-3-yl)aniline